tert-Butyl 4-(1-(4-amino-5-methoxy-2-(methoxycarbonyl)phenyl)piperidin-4-yl)piperazine-1-carboxylate NC1=CC(=C(C=C1OC)N1CCC(CC1)N1CCN(CC1)C(=O)OC(C)(C)C)C(=O)OC